BrC1=NC=C(C(=C1)OCCO)CN1CCOCC1 2-((2-bromo-5-(morpholinomethyl)pyridin-4-yl)oxy)ethan-1-ol